FC1=C(CN2N=C(C=C2)[C@@H]([C@@](CN2N=NN=C2)(O)C2=C(C=C(C=C2)F)F)C)C(=CC=C1)F (2R,3S)-3-(1-(2,6-difluorobenzyl)-1H-pyrazol-3-yl)-2-(2,4-difluorophenyl)-1-(1H-tetrazol-1-yl)butan-2-ol